(2R,4R)-1-(3-chloro-2-fluorobenzyl)-2-ethyl-4-((5-fluoro-2-((5-methyl-1H-pyrazol-3-yl)amino)-6-phenylpyrimidin-4-yl)methyl)-piperidine-4-carboxylic acid ClC=1C(=C(CN2[C@@H](C[C@@](CC2)(C(=O)O)CC2=NC(=NC(=C2F)C2=CC=CC=C2)NC2=NNC(=C2)C)CC)C=CC1)F